C(C)(C)(C)C1=NOC(=N1)C12CCC(CC1)(CC2)CN(C(=O)C2CCC(CC2)OC)C=2C=C(C=CC2)C2=CC=C(C=C2)OCC N-((4-(3-(tert-butyl)-1,2,4-oxadiazol-5-yl)bicyclo[2.2.2]octan-1-yl)methyl)-N-(4'-ethoxy-[1,1'-biphenyl]-3-yl)-4-methoxycyclohexane-1-carboxamide